CC1(CCOC2=CC=CC=C12)C(=O)O 4-methylchromane-4-carboxylic acid